[K+].C(=O)(O)C(C[C@@H](C(=O)[O-])F)C 4-carboxyl-2-(S)-fluorovalerate potassium salt